3-methyl-2,3-dihydro-1H-inden-1-amine hydrochloride Cl.CC1CC(C2=CC=CC=C12)N